C1(=CC=CC2=CC=CC=C12)CC1=CC=CC2=CC=CC=C12 dinaphthyl-methane